(R)-2-(fluoromethyl)-4-((1R,3S)-3-(1-isopropyl-3-(2-(trifluoromethyl)pyrimidin-5-yl)-1H-pyrazol-5-yl)cyclopentyl)morpholine FC[C@H]1CN(CCO1)[C@H]1C[C@H](CC1)C1=CC(=NN1C(C)C)C=1C=NC(=NC1)C(F)(F)F